N1N=C(C=C1)C(=O)[O-] 3-pyrazolate